tert-butyl (2R,4S)-2-(2-(5-(8-bromo-1H-imidazo[4,5-c]quinolin-1-yl) pent-2-yloxy)-5-fluorophenyl)-4-fluoropyrrolidine-1-carboxylate BrC1=CC=2C3=C(C=NC2C=C1)N=CN3CCCC(C)OC3=C(C=C(C=C3)F)[C@@H]3N(C[C@H](C3)F)C(=O)OC(C)(C)C